FC=1C=C(CNC=2C(C(C2NCC2=CC=C(C=C2)C2=NOC(=N2)C(F)(F)F)=O)=O)C=CC1 3-((3-fluorobenzyl)amino)-4-((4-(5-(trifluoromethyl)-1,2,4-oxadiazol-3-yl)benzyl)amino)cyclobut-3-ene-1,2-dione